3-Chloro-4-(2-chloro-4-fluorophenyl)-N-(2,4-difluoro-6-nitrophenyl)-1-methyl-1H-pyrazol-5-amine ClC1=NN(C(=C1C1=C(C=C(C=C1)F)Cl)NC1=C(C=C(C=C1[N+](=O)[O-])F)F)C